N-[4-methyl-2-(phenylethynyl)phenyl]-4-methylbenzenesulfonamide CC1=CC(=C(C=C1)NS(=O)(=O)C1=CC=C(C=C1)C)C#CC1=CC=CC=C1